3-(5-iodo-3-methyl-2-oxobenzimidazol-1-yl)piperidine-2,6-dione IC1=CC2=C(N(C(N2C)=O)C2C(NC(CC2)=O)=O)C=C1